vanadium-manganese phosphate P(=O)([O-])([O-])[O-].[Mn+2].[V+5]